9-(methylsulfonyl)-4-oxo-2,3,4,9-tetrahydro-1H-carbazole-3-carbonitrile CS(=O)(=O)N1C2=CC=CC=C2C=2C(C(CCC12)C#N)=O